C(C)OC(CC(C=1C=C(C2=C(C=CS2)C1)CO)C1=C(C2=C(N(N=N2)C)C(=C1)C#N)C)=O 3-(7-Cyano-1,4-dimethyl-1H-benzotriazol-5-yl)-3-[7-(hydroxymethyl)-1-benzothien-5-yl]propionic acid ethyl ester